2,3-dihydro-6-methyl-4H-pyran-4-one CC1=CC(CCO1)=O